ClC1=CC2=C(N(C(C(N2C)=O)=O)C2CCN(CC2)C2=NC=C(C=N2)COC2CCCC2)N=C1 7-chloro-4-(1-(5-((cyclopentyloxy)methyl)pyrimidin-2-yl)piperidin-4-yl)-1-methyl-1,4-dihydropyrido[2,3-b]pyrazine-2,3-dione